4-tert-butyl-N-(4-(N-(3-chloro-2-methylphenyl)sulfamoyl)phenyl)benzenesulfonamide C(C)(C)(C)C1=CC=C(C=C1)S(=O)(=O)NC1=CC=C(C=C1)S(NC1=C(C(=CC=C1)Cl)C)(=O)=O